CO[C@H]1O[C@H]([C@H]2[C@@H]1OC(O2)(C)C)C(=O)OC methyl (3aR,4R,6S,6aS)-6-methoxy-2,2-dimethyltetrahydrofuro[3,4-d][1,3]dioxole-4-carboxylate